N4-(N-acetyl-D-glucosaminyl)asparagine C(C)(=O)N[C@H]1C(O[C@@H]([C@H]([C@@H]1O)O)CO)NC(C[C@H](N)C(=O)O)=O